C(C1=CC=CC=C1)SC=1C=C(C(=O)N2CC3(C4=CC(=CC=C24)NS(=O)(=O)C)CCC2(CC3)CC2)C=CC1 N-(1''-(3-(benzylthio)benzoyl)dispiro[cyclopropane-1,1'-cyclohexane-4',3''-indolin]-5''-yl)methanesulfonamide